methyl 4-[4-[[2-[2-[tert-butoxycarbonyl(cyclopropylmethyl)amino]-4-pyridyl] oxazole-4-carbonyl]amino]-3-(difluoromethyl)pyrazol-1-yl]benzoate C(C)(C)(C)OC(=O)N(C1=NC=CC(=C1)C=1OC=C(N1)C(=O)NC=1C(=NN(C1)C1=CC=C(C(=O)OC)C=C1)C(F)F)CC1CC1